methyl 2-(2-aminopyridin-3-yl)-3-(4-((4-((2-cyanopyrimidin-4-yl)amino)piperidin-1-yl)methyl)phenyl)-3H-imidazo[4,5-b]pyridine-5-carboxylate NC1=NC=CC=C1C1=NC=2C(=NC(=CC2)C(=O)OC)N1C1=CC=C(C=C1)CN1CCC(CC1)NC1=NC(=NC=C1)C#N